tert-butyl (2S,4S)-2-(((3R,5R)-5-((1,3-dioxoisoindolin-2-yl)methyl)-1-((2-(trimethylsilyl)ethoxy)carbonyl)pyrrolidin-3-yl)carbamoyl)-4-fluoropyrrolidine-1-carboxylate O=C1N(C(C2=CC=CC=C12)=O)C[C@H]1C[C@H](CN1C(=O)OCC[Si](C)(C)C)NC(=O)[C@H]1N(C[C@H](C1)F)C(=O)OC(C)(C)C